NC[C@@H]([C@@H](C)NC(OC(C)(C)C)=O)CC(C(F)(F)F)N[S@](=O)C(C)(C)C Tert-butyl ((2R,3S)-3-(aminomethyl)-5-(((R)-tert-butylsulfinyl)amino)-6,6,6-trifluorohexan-2-yl)carbamate